C(C)(C)(C)N(C(O)=O)C1=CC(=CC=C1)CN(C)C1=C(C(=C(C=C1)C)CO)F.SNCCS mercaptoglycinethiol tert-Butyl-(3-(((2-fluoro-3-(hydroxymethyl)-4-methylphenyl)(methyl)amino)methyl)phenyl)carbamate